kalium sodium silicate [Si]([O-])([O-])(O)O.[Na+].[K+]